(S)-4-(5-((3,4-difluorobenzyl)carbamoyl)thiophen-2-yl)-2-(4-fluorophenethyl)-7-isopropyl-5-oxo-6,7-dihydro-5H-pyrrolo[3,4-b]pyridine-3-carboxylic acid FC=1C=C(CNC(=O)C2=CC=C(S2)C2=C3C(=NC(=C2C(=O)O)CCC2=CC=C(C=C2)F)[C@@H](NC3=O)C(C)C)C=CC1F